8-chloro-1,3,6-trimethyl-1,3-dihydro-2H-imidazo[4,5-g]quinazolin-2-one ClC1=NC(=NC=2C=C3C(=CC12)N(C(N3C)=O)C)C